BrC1=CC(=C(C=C1C)NC(=O)C1=CN=CN1)F N-(4-bromo-2-fluoro-5-methylphenyl)-1H-imidazole-5-carboxamide